3-[(5-bromo-2-thienyl)methyl]-1H-imidazol-2-one BrC1=CC=C(S1)CN1C(NC=C1)=O